C(#C)C1=C(C=C(C(=O)NC)C=C1F)F 4-ethynyl-3,5-difluoro-N-methylbenzamide